P(=O)(O)(O)OC[C@@H]1[C@H](C[C@@H](O1)N1C(=O)N=C(N)C=C1)O deoxycytidine 5'-monophosphate